OC1=C(C(=CC(=C1)C(F)(F)F)C)C1=CC=C(N=N1)N[C@@H]1C[C@@H](CN(C1)C)O (3S,5R)-5-((6-(2-Hydroxy-6-methyl-4-(trifluoromethyl)phenyl)pyridazin-3-yl)amino)-1-methylpiperidin-3-ol